1-hydroxy-1-methyl-8-azaspiro[4.5]decane-8-carboxylic acid tert-butyl ester C(C)(C)(C)OC(=O)N1CCC2(CCCC2(C)O)CC1